C1=NC=C(C2=CC=CC=C12)N1C(N(CC1C#N)C1CC2(C1)CCC2)=O 3-(isoquinolin-4-yl)-2-oxo-1-(spiro[3.3]heptan-2-yl)imidazolidine-4-carbonitrile